C(C)C(CN(C(=O)OCC(C)C)CC1=C(C(=O)OCC(C)C)C=CC=C1)CCCC isobutyl 2-(((2-ethylhexyl)(isobutoxycarbonyl)amino)methyl)benzoate